C(C(C)C)NC1CCC(CC1)N1C(NC2=C1C=C(C(=C2)C=2C=C(C=1N(C2)N=CN1)OC)C(C)C)=O 1-((1R,4R)-4-(Isobutylamino)cyclohexyl)-6-isopropyl-5-(8-methoxy-[1,2,4]triazolo[1,5-a]pyridin-6-yl)-1,3-dihydro-2H-benzo[d]imidazol-2-on